CC1(OC2=C3C(=CC=C2CC1)C(=CC=C3)O)C 2,2-dimethylbenzochroman-7-ol